OCC1=C(C=C(C2=C1CCO2)C2=CC=C(C=C2)OC(F)(F)F)CNC(C=C)=O N-[[4-(hydroxymethyl)-7-[4-(trifluoromethoxy)phenyl]-2,3-dihydrobenzofuran-5-yl]methyl]prop-2-enamide